4-(5-cyano-2-cyclopropoxyphenyl)-N-((3R,5R)-5-(methoxymethyl)pyrrolidin-3-yl)oxazole-2-carboxamide TFA salt OC(=O)C(F)(F)F.C(#N)C=1C=CC(=C(C1)C=1N=C(OC1)C(=O)N[C@H]1CN[C@H](C1)COC)OC1CC1